1-(4-chloro-3-(trifluoromethyl)phenyl)-3-(4-(6-methoxy-7-(3-(4-methylpiperazin-1-yl)propoxy)quinazoline-4-yl)phenyl)urea ClC1=C(C=C(C=C1)NC(=O)NC1=CC=C(C=C1)C1=NC=NC2=CC(=C(C=C12)OC)OCCCN1CCN(CC1)C)C(F)(F)F